[6-(cyclopropylmethoxy)-5-(3-methoxyazetidin-1-yl)pyridine-2-carbonyl]-L-leucine fluoromethyl ester FCOC([C@@H](NC(=O)C1=NC(=C(C=C1)N1CC(C1)OC)OCC1CC1)CC(C)C)=O